(4,4-difluoropiperidin-1-yl)methanone trifluoroacetate FC(C(=O)O)(F)F.FC1(CCN(CC1)C=O)F